C12N(CCNC2C1)C1=CC=CC(=N1)NC1=CC2=C(C=N1)SC(=N2)C2=NC=CC=C2C 6-{2,5-Diazabicyclo[4.1.0]heptan-2-yl}-N-[2-(3-methylpyridin-2-yl)-[1,3]thiazolo[5,4-c]pyridin-6-yl]pyridin-2-amine